tryptamine hemifumarate C(\C=C\C(=O)O)(=O)O.NCCC1=CNC2=CC=CC=C12.NCCC1=CNC2=CC=CC=C12